tert-butyl-8-bromo-6-(5-chloro-2-fluorophenyl)-2H,3H,4H-pyrido[3,2-b][1,4]oxazine-4-carboxylate C(C)(C)(C)OC(=O)N1C2=C(OCC1)C(=CC(=N2)C2=C(C=CC(=C2)Cl)F)Br